(S)-N-((5-methylfuran-2-yl)methyl)-1-(5-(4,4,5,5-tetramethyl-1,3,2-dioxaborolan-2-yl)pyrimidin-2-yl)pyrrolidin-2-carboxamide CC1=CC=C(O1)CNC(=O)[C@H]1N(CCC1)C1=NC=C(C=N1)B1OC(C(O1)(C)C)(C)C